O1CCN(CC1)C=1C2=C(N=CN1)NC(=C2)C2=CC=C(C=C2)NC=2N=CC(=NC2)N2C[C@@H](CCC2)NC(C=C)=O (R)-N-(1-(5-((4-(4-morpholino-7H-pyrrolo[2,3-d]pyrimidin-6-yl)phenyl)amino)pyrazin-2-yl)piperidin-3-yl)acrylamide